3-chloro-N-[(9H-fluoren-9-ylmethoxy)carbonyl]-L-alanine ClC[C@H](NC(=O)OCC1C2=CC=CC=C2C=2C=CC=CC12)C(=O)O